(2-pyridyl)quinoline-8-carboxamide N1=C(C=CC=C1)C1=NC2=C(C=CC=C2C=C1)C(=O)N